CC(CO)(C)NCC(CS(=O)(=O)O)O 3-([1,1-dimethyl-2-hydroxyethyl]Amino)-2-hydroxypropanesulfonic acid